N-(2-aminobenzyl)-2-chloro-N1-(4-chloro-3-(pyridin-2-yl)phenyl)terephthalamide NC1=C(CN(C(C2=C(C=C(C(=O)N)C=C2)Cl)=O)C2=CC(=C(C=C2)Cl)C2=NC=CC=C2)C=CC=C1